OC1CN(CC1)C=1C(=CC2=C(N=C(O2)N2CCOCC2)C1)NC(C1=NC(=CC=C1)C1=CC=NN1)=O N-(5-(3-hydroxypyrrolidin-1-yl)-2-morpholinobenzo[d]oxazol-6-yl)-6-(1H-pyrazol-5-yl)picolinamide